2-amino-1-(2-(2,5-difluorophenyl)-3-((4-fluorophenyl)amino)-8,8-dimethyl-5,6-dihydroimidazo[1,2-a]pyrazin-7(8H)-yl)ethan-1-one NCC(=O)N1C(C=2N(CC1)C(=C(N2)C2=C(C=CC(=C2)F)F)NC2=CC=C(C=C2)F)(C)C